bis(benzenesulfonyloxyethyl)benzenesulfonamide tert-butyl-4-{3-carbamoyl-2-[4-(4-fluorophenoxy)phenyl]-2H-pyrazolo[4,3-b]pyridin-7-yl}piperazine-1-carboxylate C(C)(C)(C)OC(=O)N1CCN(CC1)C=1C=2C(N=CC1)=C(N(N2)C2=CC=C(C=C2)OC2=CC=C(C=C2)F)C(N)=O.C2(=CC=CC=C2)S(=O)(=O)OCCC=2C(=C(C=CC2)S(=O)(=O)N)CCOS(=O)(=O)C2=CC=CC=C2